para-hydroxybenzenesulfonate OC1=CC=C(C=C1)S(=O)(=O)[O-]